3-tert-butyl-2'-{4-[(2,6-diisopropylphenyl)amino]-1,6-dimethyl-1H-benzimidazol-2-yl}-5-methylbiphenyl-2-ol C(C)(C)(C)C1=C(C(=CC(=C1)C)C1=C(C=CC=C1)C1=NC2=C(N1C)C=C(C=C2NC2=C(C=CC=C2C(C)C)C(C)C)C)O